C(C)(C)NC(C)C 2-(isopropylamino)-propan